(S)-2-methoxy-2-(4-(5-methyl-3-phenyl-1H-pyrazol-1-yl)-6-morpholinopyrimidin-2-yl)ethan-1-ol CO[C@H](CO)C1=NC(=CC(=N1)N1N=C(C=C1C)C1=CC=CC=C1)N1CCOCC1